Cyclohexyl (5-(7-fluoro-4-oxo-3,4-dihydrophthalazin-1-yl)-1H-benzimidazol-2-yl)carbamate FC1=CC=C2C(NN=C(C2=C1)C1=CC2=C(NC(=N2)NC(OC2CCCCC2)=O)C=C1)=O